4-bromo-2-(((2S)-1-(1H-tetrazol-1-yl)propan-2-yl)oxy)benzonitrile BrC1=CC(=C(C#N)C=C1)O[C@H](CN1N=NN=C1)C